[K+].[Cl-].[Na+].[Cl-] sodium chloride, potassium salt